1-cyclopropyl-3-((3-fluoronaphthalen-2-yl)methyl)-1-(piperidin-3-yl)urea C1(CC1)N(C(=O)NCC1=CC2=CC=CC=C2C=C1F)C1CNCCC1